tert-butyl 3-((4-((3-chloro-2-fluorophenyl)amino)-6-nitroquinazolin-7-yl) ethynyl)-3-methoxypyrrolidine-1-carboxylate ClC=1C(=C(C=CC1)NC1=NC=NC2=CC(=C(C=C12)[N+](=O)[O-])C#CC1(CN(CC1)C(=O)OC(C)(C)C)OC)F